OC1=C(C=C(C=C1)C=CC=O)OC1OC(C(C(C1O)O)O)CO 3-[4-hydroxy-3-[3,4,5-trihydroxy-6-(hydroxymethyl)oxan-2-yl]oxyphenyl]prop-2-en-1-one